ClC1=CC=C(C=C1)C(=O)N1[C@@H](C=2N(CC1)C(=NN2)C2=NC(=NS2)C2CC2)CCS(=O)(=O)C (R)-(4-chlorophenyl)(3-(3-cyclopropyl-1,2,4-thiadiazol-5-yl)-8-(2-(methylsulfonyl)ethyl)-5,6-dihydro-[1,2,4]triazolo[4,3-a]pyrazin-7(8H)-yl)methanone